ClC1=C(C(=O)O[C@@H]2[C@H]([C@H]([C@H](O[C@@]23CCCO3)CO)O)N3N=NC(=C3)C3=CC(=C(C(=C3)F)F)F)C=CC=C1 (5S,7R,8R,9S,10R)-8-hydroxy-7-(hydroxymethyl)-9-(4-(3,4,5-trifluorophenyl)-1H-1,2,3-triazol-1-yl)-1,6-dioxaspiro[4.5]dec-10-yl 2-chlorobenzoate